ClC1=CC(=C(C(=C1)C(C)C)NC(=O)NS(=O)(=O)N1CC2N(CC1)CCCC2)C(C)C N-((4-Chloro-2,6-diisopropylphenyl)carbamoyl)-octahydro-2H-pyrido[1,2-a]pyrazin-2-sulfonamid